deuterio-1-methyl-ethylcarbamate [2H]N(C([O-])=O)C(C)C